The molecule is an acetate salt obtained by combining the nonapeptide leuprolide with acetic acid. A long lasting GnRH analog, LH-Rh agonist. It is a synthetic nonapeptide analogue of gonadotropin-releasing hormone, and is used as a subcutaneous hydrogel implant for the treatment of prostate cancer and for the suppression of gonadal sex hormone production in children with central precocious puberty. It has a role as an antineoplastic agent and a gonadotropin releasing hormone agonist. It contains a leuprolide. CCNC(=O)[C@@H]1CCCN1C(=O)[C@H](CCCN=C(N)N)NC(=O)[C@H](CC(C)C)NC(=O)[C@@H](CC(C)C)NC(=O)[C@H](CC2=CC=C(C=C2)O)NC(=O)[C@H](CO)NC(=O)[C@H](CC3=CNC4=CC=CC=C43)NC(=O)[C@H](CC5=CN=CN5)NC(=O)[C@@H]6CCC(=O)N6.CC(=O)O